6,7-difluoro-5-iodo-1H-indole-2-carboxylic acid FC1=C(C=C2C=C(NC2=C1F)C(=O)O)I